FC1=CC=C(OC2=CC=C(CC=3N=C(OC3C)C3=CC=C(C=C3)F)C=C2)C=C1 4-(4-(4-fluorophenoxy)benzyl)-2-(4-fluorophenyl)-5-methyloxazole